ethyl 4-(4-(2-(diethylamino)ethoxy)piperidin-1-yl)-3-((4-methoxyphenyl)sulfonyl)quinoline-6-carboxylate C(C)N(CCOC1CCN(CC1)C1=C(C=NC2=CC=C(C=C12)C(=O)OCC)S(=O)(=O)C1=CC=C(C=C1)OC)CC